6-[4-(dimethylamino)phenyl]-2-(3-fluorophenyl)-3-oxo-2,3,4,5-tetrahydropyridazine-4-carboxylic acid methyl ester COC(=O)C1C(N(N=C(C1)C1=CC=C(C=C1)N(C)C)C1=CC(=CC=C1)F)=O